N[C@H]1CN(CCC1)CC1=CC(=NC=C1)C(=O)NC1CCC(CC1)C1=CC2=C(N=CN=C2N2CCOCC2)N1 4-{[(3R)-3-aminopiperidin-1-yl]methyl}-N-{4-[4-(morpholin-4-yl)-7H-pyrrolo[2,3-d]pyrimidin-6-yl]cyclohexyl}pyridine-2-carboxamide